4-(4-((1S,4S)-2,5-diazabicyclo[2.2.2]octan-2-yl)-6,8-difluoro-2-(((2R,7aS)-2-fluorotetrahydro-1H-pyrrolizin-7a(5H)-yl)methoxy)quinazolin-7-yl)naphthalen-2-amine [C@@H]12N(C[C@@H](NC1)CC2)C2=NC(=NC1=C(C(=C(C=C21)F)C2=CC(=CC1=CC=CC=C21)N)F)OC[C@]21CCCN1C[C@@H](C2)F